BrC=1C=C2CC(CC2=CC1Cl)N 5-bromo-6-chloro-2,3-dihydro-1H-inden-2-amine